BrC1=CC=C(C[C@@H]2C[C@H](NC2)C(=O)O)C=C1 trans-4-(4-bromobenzyl)-L-proline